ClC1=C(C(=O)NCC=2C(NC(=CC2C)C)=O)C=C(C=C1N(C1CCOCC1)CC)OC1CCC1 2-chloro-5-cyclobutoxy-N-((4,6-dimethyl-2-oxo-1,2-dihydropyridin-3-yl)methyl)-3-(ethyl-(tetrahydro-2H-pyran-4-yl)amino)benzamide